OC1=C(C(=CC=C1)O)C(C(=O)O)C 2,6-dihydroxyphenylpropionic acid